C(C)OC(C1=C(C=C(C=C1)[N+](=O)[O-])[N+](=O)[O-])=O 2,4-dinitrobenzoic acid ethyl ester